N=1N(N=C2C1C=CC=C2)C2=C(C(=CC(=C2)C)CCCCCCCCCC)O 2-(2H-benzotriazol-2-yl)-6-decyl-4-methylphenol